6-methoxy-4-(tetrahydro-2H-pyran-4-yl)-2-methylquinoline COC=1C=C2C(=CC(=NC2=CC1)C)C1CCOCC1